1-(3,7-dibromo-10H-phenoxazin-10-yl)-3-(2-oxa-6-azaspiro[3.3]heptan-6-yl)propan-2-ol BrC=1C=CC=2N(C3=CC=C(C=C3OC2C1)Br)CC(CN1CC2(COC2)C1)O